O1C(=CC=C1)/C=C/C(=O)C1=C(OC(C1C1=C(C=CC=C1)C)[N+](=O)[O-])\C=C\C=1OC=CC1 (E)-3-(furan-2-yl)-1-(2-((E)-2-(furan-2-yl)vinyl)-5-nitro-4-(o-tolyl)-4,5-dihydrofuran-3-yl)prop-2-en-1-one